COCCOC1CCC(CC1)N 4-(2-methoxyethoxy)cyclohexan-1-amine